3-ethoxypropyl (2Z)-cyano{3-[(3-methoxypropyl)amino]cyclohex-2-en-1-ylidene}ethanoate C(#N)/C(/C(=O)OCCCOCC)=C\1/C=C(CCC1)NCCCOC